trans-4-((3-(2-Cyclopropyloxazol-4-yl)phenyl)((trans-4-(5-methoxy-6-methylpyridin-2-yl)cyclohexyl)methyl) carbamoyl)cyclohexyl methylcarbamate CNC(O[C@@H]1CC[C@H](CC1)C(N(C[C@@H]1CC[C@H](CC1)C1=NC(=C(C=C1)OC)C)C1=CC(=CC=C1)C=1N=C(OC1)C1CC1)=O)=O